heptynyl iodide C(#CCCCCC)I